OC1=C(C=O)C=CC(=C1)O[Si](C)(C)C(C)(C)C 2-hydroxy-4-(tert-butyldimethylsiloxy)benzaldehyde